tert-Butyl (R)-4-chloro-3-(2-fluorophenyl)-12-oxo-1-((2S,3S)-2,3,4-trimethylpiperazin-1-yl)-6a,7,9,10-tetrahydro-6H-pyrazino[2,1-c]pyrido[3,4-f][1,4]oxazepine-8(12H)-carboxylate ClC1=C(N=C(C=2C(N3[C@@H](COC21)CN(CC3)C(=O)OC(C)(C)C)=O)N3[C@H]([C@@H](N(CC3)C)C)C)C3=C(C=CC=C3)F